azoindane N(=NC1CCC2=CC=CC=C12)C1CCC2=CC=CC=C12